methyl-1-methylpiperidin-4-amine CC1N(CCC(C1)N)C